C(C)(C)(C)OC(=O)N1CCC(CC1)OC1=NC(=CC=C1)N1N(C(C=2C1=NC(=NC2)N)=O)CC=C.OC(=O)[O-].[Al+3].OC(=O)[O-].OC(=O)[O-] aluminum hydroxycarboxylate tert-butyl-4-({6-[6-amino-3-oxo-2-(prop-2-en-1-yl)-1H,2H,3H-pyrazolo[3,4-d]pyrimidin-1-yl]pyridin-2-yl}oxy)piperidine-1-carboxylate